FC1=CC(=C(C=C1)C1=CC=C(O1)\C=C/1\C(NC(S1)=O)=O)O (5Z)-5-[[5-(4-fluoro-2-hydroxyphenyl)furan-2-yl]methylene]-1,3-thiazolidine-2,4-dione